FC(CNC(=O)C1=CN=C2N1C=C(C=C2)C2=CNC1=NC=C(C=C12)C=1C=NN2C1CN(CC2)C)F N-(2,2-difluoroethyl)-6-(5-(5-methyl-4,5,6,7-tetrahydropyrazolo[1,5-a]pyrazin-3-yl)-1H-pyrrolo[2,3-b]pyridin-3-yl)imidazo[1,2-a]pyridine-3-carboxamide